[N+](=O)([O-])C1=CC=C(OC(=O)C2=CC(=C(C=C2)N2C(COCC2)=O)N)C=C1 N-(4-p-nitrophenoxycarbonyl-aminophenyl)-3-morpholinone